tert-Butyl (R)-4-(3-(((benzyloxy)carbonyl)amino)-8-bromo-5-fluorochroman-7-yl)piperazine-1-carboxylate C(C1=CC=CC=C1)OC(=O)N[C@H]1COC2=C(C(=CC(=C2C1)F)N1CCN(CC1)C(=O)OC(C)(C)C)Br